(E)-4,4,4-trifluoro-3-(4-bromophenyl)-1-phenyl-2-butene-1-one FC(/C(=C/C(=O)C1=CC=CC=C1)/C1=CC=C(C=C1)Br)(F)F